ClC=1C=C(C=CC1)N1N=CC(=C1)C(C(=O)NC1=NNC(=C1)[C@H]1C(C1)(F)F)C 2-(1-(3-chlorophenyl)-1H-pyrazol-4-yl)-N-(5-((S)-2,2-difluorocyclopropyl)-1H-pyrazol-3-yl)propanamide